N-(6-(4,4-difluoropiperidin-1-yl)-4-methylpyridin-2-yl)-4-((2-hydroxyethyl)sulfonylamino)-2-(6-azaspiro[2.5]Oct-6-yl)benzamide FC1(CCN(CC1)C1=CC(=CC(=N1)NC(C1=C(C=C(C=C1)NS(=O)(=O)CCO)N1CCC2(CC2)CC1)=O)C)F